4-((R)-3-(Methylamino)pyrrolidin-1-yl)-6a,7,8,9-tetrahydro-6H-pyrimido[5,4-b]pyrrolo[1,2-d][1,4]oxazin-2-amine CN[C@H]1CN(CC1)C1=NC(=NC2=C1OCC1N2CCC1)N